OC(CCC=O)CC 4-hydroxy-2E-hexanal